BrC1=NC(=CC2=C1C=NN2C)C(=O)NCC2=C(C=C(C=C2)OC)OC 4-bromo-N-[(2,4-dimethoxyphenyl)methyl]-1-methyl-1H-pyrazolo[4,3-c]Pyridine-6-carboxamide